Cl.Cl.CN1CCC12CCNC2 1-methyl-1,7-diazaspiro[3.4]octane dihydrochloride